3-iodopyridin-4-amine IC=1C=NC=CC1N